tert-butyl (4-(2-aminopyrazolo[1,5-a]pyridin-5-yl)-6-chloropyridin-3-yl)carbamate NC1=NN2C(C=C(C=C2)C2=C(C=NC(=C2)Cl)NC(OC(C)(C)C)=O)=C1